OC1=C(C(=CC(=C1S(=O)(=O)C(C(=O)N)(C)C)CCCCC)O)C1C(CCC(=C1)C)C(=C)C (2,6-dihydroxy-5'-methyl-4-pentyl-2'-(prop-1-en-2-yl)-1',2',3',4'-tetrahydro-[1,1'-biphenyl]-3-ylsulfonyl)-2-methylpropanamide